C1OC(CC12CCOCC2)CN (2,8-dioxaspiro[4.5]decane-3-yl)methanamine